(tert-butyl)-4-mesitylbenzothiazol-2-amine C(C)(C)(C)C=1C=CC2=C(N=C(S2)N)C1C1=C(C=C(C=C1C)C)C